OC1(CCC(CC1)C1=NN=C(S1)C=1C(=CC(=NC1)C1=CC=C2N1N=CC(=C2)C#N)NC2COC2)C 7-(5-(5-(4-hydroxy-4-methylcyclohexyl)-1,3,4-thiadiazol-2-yl)-4-(oxetan-3-ylamino)pyridin-2-yl)pyrrolo[1,2-b]pyridazine-3-carbonitrile